FC1=CC=C(C=C1)CCNC(C)=O N-[2-(4-fluorophenyl)ethyl]acetamide